N1=CC(=CC=C1)NC(N)=S 3-pyridin-3-ylthiourea